Racemic-1-(3-fluorobicyclo[1.1.1]pentan-1-yl)-3-(isoquinolin-4-yl)-2-oxoimidazolidine-4-carbonitrile FC12CC(C1)(C2)N2C(N([C@H](C2)C#N)C2=CN=CC1=CC=CC=C21)=O |r|